tert-Butyl ((S)-3-(3-((1,1-Difluoro-2-hydroxyethyl)sulfonyl)phenoxy)-2-hydroxypropyl)((R)-8-(quinolin-3-ylsulfonyl)-1-oxa-8-azaspiro[4.5]decan-3-yl)carbamate FC(CO)(F)S(=O)(=O)C=1C=C(OC[C@H](CN(C(OC(C)(C)C)=O)[C@H]2COC3(C2)CCN(CC3)S(=O)(=O)C=3C=NC2=CC=CC=C2C3)O)C=CC1